N-cyclobutyl-8-((3S,5S)-3,5-dimethylpiperazin-1-yl)-6-(N-(1-methylcyclopropyl)sulfamoyl)imidazo[1,2-a]pyridine-3-carboxamide C1(CCC1)NC(=O)C1=CN=C2N1C=C(C=C2N2C[C@@H](N[C@H](C2)C)C)S(NC2(CC2)C)(=O)=O